5-(2-chloro-5-methyl-phenyl)-N-(4-cyano-2-fluoro-phenyl)-1H-pyrrole-3-sulfonamide ClC1=C(C=C(C=C1)C)C1=CC(=CN1)S(=O)(=O)NC1=C(C=C(C=C1)C#N)F